N1=C(C=CC=C1)[C@H](C)NC(=O)[C@H]1CN(CC[C@@H]1NC(=O)C1=NOC(=C1)C1=C(C=C(C=C1)F)F)[C@@H]1[C@H](CCCC1)O (3S,4S)-4-{[5-(2,4-Difluoro-phenyl)-isoxazole-3-carbonyl]-amino}-1-((1S,2S)-2-hydroxy-cyclohexyl)-piperidine-3-carboxylic acid ((1S)-1-pyridin-2-yl-ethyl)-amide